3-((3-Isopropoxy-3-oxopropyl)amino)-7-(thiazol-5-yl)benzo[e][1,2,4]triazine 1,4-dioxide C(C)(C)OC(CCNC=1N=[N+](C2=C([N+]1[O-])C=CC(=C2)C2=CN=CS2)[O-])=O